[B+3].[B+3].B([O-])([O-])OB([O-])[O-].OC(C)(C)C(C)(C)O pinacol diborate diboron